[Si](C)(C)(C(C)(C)C)OC[C@H](NC(=O)C=1N=C(SC1)N1CCC(CC1)NC(COCCOC)=O)C(=O)OC Methyl O-(tert-butyldimethylsilyl)-N-(2-(4-(2-(2-methoxyethoxy)acetamido)piperidin-1-yl)thiazole-4-carbonyl)-L-serinate